5-fluoro-(piperazin-1-yl)pyrimidine FC=1C=NC(=NC1)N1CCNCC1